N-[(1R,3S)-3-{[6-chloro-2-(trifluoromethyl)quinolin-4-yl]amino}cyclohexyl]benzamide ClC=1C=C2C(=CC(=NC2=CC1)C(F)(F)F)N[C@@H]1C[C@@H](CCC1)NC(C1=CC=CC=C1)=O